O(C1=CC=CC=C1)C=1C=CC(=NC1)C1=CC=CN2C1=NS(CC2)(=O)=O 9-(5-phenoxypyridin-2-yl)-3,4-dihydropyrido[2,1-c][1,2,4]thiadiazine 2,2-dioxide